1-{[(2S)-Oxetan-2-yl]methyl}-2-{[(1r,4r)-4-({2-[(4-cyano-2-fluorophenoxy)methyl]pyrimidin-4-yl}oxy)cyclohexyl]methyl}-1H-1,3-benzodiazole-6-carboxylic acid O1[C@@H](CC1)CN1C(=NC2=C1C=C(C=C2)C(=O)O)CC2CCC(CC2)OC2=NC(=NC=C2)COC2=C(C=C(C=C2)C#N)F